N1C=NC=2C=NC=C(C21)C=2N=NN(C2)CC=2N=C1N(C=C(C=C1)CNCC1CCC1)C2 1-(2-((4-(1H-imidazo[4,5-c]pyridin-7-yl)-1H-1,2,3-triazol-1-yl)methyl)imidazo[1,2-a]pyridin-6-yl)-N-(cyclobutylmethyl)methylamine